ClC=1OC(=C(N1)C)C1=CC=C(C=C1)C(F)(F)F 2-chloro-4-methyl-5-[4-(trifluoromethyl)phenyl]oxazole